Cl.Cl.C(C)OC1=CC=C(C=C1)C=1N=C(C2=CC=CC=C2C1)C(=O)NC1CCNCC1 3-(4-ethoxyphenyl)-N-(piperidin-4-yl)isoquinoline-1-carboxamide dihydrochloride